5-(4-cyclopropyl-1H-imidazol-1-yl)-2-fluoro-4-methylaniline C1(CC1)C=1N=CN(C1)C=1C(=CC(=C(N)C1)F)C